3,4-epoxy-1-[8,9-epoxy-2,4-dioxaspiro[5.5]undecane-3-yl]-cyclohexane C1OC(OCC12CC1C(CC2)O1)C1CC2C(CC1)O2